(1R,2S)-2-fluorocyclopropylamine F[C@@H]1[C@@H](C1)N